N1=C(C=CC2=CC=CC=C12)C(=O)N CHINOLINAMIDE